1-[(4-vinylphenyl)methyl]-3-ethyl-imidazole chloride salt [Cl-].C(=C)C1=CC=C(C=C1)CN1CN(C=C1)CC